FC1(C(C(=C(C(=C1)F)F)F)F)[Si](OC)(OC)OC 1,2,3,4,5-pentafluorophenyltrimethoxysilane